tert-Butyl-2-[[3-[[(E,2S)-7-(dimethylamino)-2-(methoxycarbonylamino)-7-oxo-hept-5-enoyl]amino]-2-oxo-1-pyridyl]methyl]-4-isobutyl-benzimidazol-1-carboxylat C(C)(C)(C)OC(=O)N1C(=NC2=C1C=CC=C2CC(C)C)CN2C(C(=CC=C2)NC([C@H](CC\C=C\C(=O)N(C)C)NC(=O)OC)=O)=O